FC=1C=C(C=CC1COCC1=CC(=CC=C1)OC)NC(C1=CC(=CC=C1)B1OC(C(O1)(C)C)(C)C)=O N-(3-fluoro-4-(((3-methoxybenzyl)oxy)methyl)phenyl)-3-(4,4,5,5-tetramethyl-1,3,2-dioxaborolan-2-yl)benzamide